NCCC(CC)NCC(CCCN)C N-(3-amino-1-ethylpropyl)-2-methyl-1,5-pentanediamine